tert-butyl (R)-3,3-difluoro-2-(hydroxymethyl)azetidine-1-carboxylate FC1([C@H](N(C1)C(=O)OC(C)(C)C)CO)F